CN1C(OC2=C1C=CC(=C2)N2C(N(C(C=1C2=CNN1)=O)C1CCC2=C(C=CC=C12)C(F)(F)F)=O)=O 4-(3-methyl-2-oxo-2,3-dihydrobenzo[d]oxazol-6-yl)-6-(4-(trifluoromethyl)-2,3-dihydro-1H-inden-1-yl)-2,4-dihydro-5H-pyrazolo[4,3-d]pyrimidine-5,7(6H)-dione